C1(=CC=C(C=C1)C1=NC(=NC(=N1)C1=CC=C(C=C1)C1=C(C=CC2=CC=CC=C12)Cl)C1=CC=CC=C1)C1=CC=CC=C1 2-([1,1'-biphenyl]-4-yl)-4-(4-(2-chloronaphthalen-1-yl)phenyl)-6-phenyl-1,3,5-triazine